5-(2-fluoro-4-phenoxyphenyl)-7-((3s,6s)-6-(methoxymethyl)tetrahydro-2H-pyran-3-yl)imidazo[5,1-f][1,2,4]triazin-4-amine FC1=C(C=CC(=C1)OC1=CC=CC=C1)C=1N=C(N2N=CN=C(C21)N)[C@H]2CO[C@@H](CC2)COC